trans-3-[3-(ethylsulfamoyl)-4-[2-[4-(isopropoxy-carbonylamino)cyclohexyl]thiazol-5-yl]anilino]azetidine-1-carboxylic acid tert-butyl ester C(C)(C)(C)OC(=O)N1CC(C1)NC1=CC(=C(C=C1)C1=CN=C(S1)[C@@H]1CC[C@H](CC1)NC(=O)OC(C)C)S(NCC)(=O)=O